4-nitrophenyl-4-[bis(1,3-benzodioxolan-5-yl) (hydroxy) methyl]Piperidine-1-carboxylate [N+](=O)([O-])C1=CC=C(C=C1)OC(=O)N1CCC(CC1)C(O)(C1=CC2=C(OCO2)C=C1)C1=CC2=C(OCO2)C=C1